7-(3-{[(2R)-2,3-dihydroxypropoxy]amino}azetidin-1-yl)-5-methyl-4-oxo-1-(1,3-thiazol-2-yl)-1,4-dihydro-1,8-naphthyridine-3-carboxylic acid O[C@@H](CONC1CN(C1)C1=CC(=C2C(C(=CN(C2=N1)C=1SC=CN1)C(=O)O)=O)C)CO